methyl-4'-benzophenone CC1=C(C(=O)C2=CC=CC=C2)C=CC=C1